5-fluoro-2-(2-naphthylmethyl)-1H-benzimidazole FC1=CC2=C(NC(=N2)CC2=CC3=CC=CC=C3C=C2)C=C1